N,N'-diethylhexanediamine C(C)NC(CCCCC)NCC